N-[5-[(5-chloropyridin-2-yl)methoxy]-1,3,4-thiadiazol-2-yl]-6-formyl-4-(2-methoxyphenyl)pyridine-3-carboxamide ClC=1C=CC(=NC1)COC1=NN=C(S1)NC(=O)C=1C=NC(=CC1C1=C(C=CC=C1)OC)C=O